benzyl 4-((2-(tert-butoxy)-2-oxoethyl)((((di-tert-butoxyphosphoryl)oxy)methoxy)carbonyl)amino)-2,2-dimethylbutanoate C(C)(C)(C)OC(CN(CCC(C(=O)OCC1=CC=CC=C1)(C)C)C(=O)OCOP(=O)(OC(C)(C)C)OC(C)(C)C)=O